C(C)(C)(C)OC(=O)NCCCC(=O)O 4-(tert-Butoxycarbonylamino)butanoic acid